COC=1C=C(C=CC1OC)C=1N=C2N(C(C1)=O)C=C(C=C2)C=2CCN(CC2)CCC 2-(3,4-dimethoxyphenyl)-7-(1-propyl-1,2,3,6-tetrahydropyridin-4-yl)-4H-pyrido[1,2-a]pyrimidin-4-one